N1CCC2(CC1)C(C1=CC=CC=C1C2)N 1,3-dihydrospiro[indene-2,4'-Piperidin]-1-amine